ClC=1C=C(C=CC1S(=O)C)NC(=O)C=1C=NN(C1C(F)(F)F)C1=C2C=CNC(C2=CC=C1)=O N-(3-Chloro-4-(methylsulfinyl)phenyl)-1-(1-oxo-1,2-dihydroisoquinolin-5-yl)-5-(trifluoromethyl)-1H-pyrazole-4-carboxamide